CC(CCC(=O)[O-])C 4-methyl-pentanoate